ClC1=C(C=C2C=C(N=CC2=C1)NC(=O)[C@@H]1[C@H]([C@H]1C=1C=NN(C1)C)C)C1CCN(CC1)[C@@]1(COC[C@@H]1F)C (1R,2S,3R)-N-(7-chloro-6-(1-((3R,4R)-4-fluoro-3-methyltetrahydrofuran-3-yl)piperidin-4-yl)isoquinolin-3-yl)-2-methyl-3-(1-methyl-1H-pyrazol-4-yl)cyclopropane-1-carboxamide